Tetrahydro-pyran-4-carboxylic acid (8-{5-[4-(2-hydroxy-ethylcarbamoyl)-phenylamino]-6-methoxy-pyridin-2-yl}-2,3-dihydro-benzo[1,4]dioxin-2-ylmethyl)-amide OCCNC(=O)C1=CC=C(C=C1)NC=1C=CC(=NC1OC)C1=CC=CC2=C1OC(CO2)CNC(=O)C2CCOCC2